CC1(OB(OC1(C)C)C1=CC=C2C=C(NC2=C1)C(=O)OC)C methyl 6-(4,4,5,5-tetramethyl-1,3,2-dioxaborolan-2-yl)-1H-indole-2-carboxylate